thietan-3-yl-ammonium chloride [Cl-].S1CC(C1)[NH3+]